O[C@@]1([C@H](CCC1)N1C(C(=CC2=C1N=C(N=C2)NC2(CCN(CC2)S(=O)(=O)C([2H])([2H])[2H])[2H])C([2H])(F)F)=O)C([2H])([2H])[2H] (+)-8-((1S,2S)-2-hydroxy-2-(methyl-d3)cyclopentyl)-6-(difluoromethyl-d)-2-((1-((methyl-d3)sulfonyl)piperidin-4-yl-4-d)-amino)pyrido[2,3-d]pyrimidin-7(8H)-one